1-(2-(cyclopropanesulfonylamino)pyrimidin-4-yl)-N-(5-(6-cyclopropylpyrazin-2-yl)pyridin-2-yl)-4-methoxycyclohexane-1-carboxamide C1(CC1)S(=O)(=O)NC1=NC=CC(=N1)C1(CCC(CC1)OC)C(=O)NC1=NC=C(C=C1)C1=NC(=CN=C1)C1CC1